2,4,6-triisopropylbenzenesulfonyl-hydrazine C(C)(C)C1=C(C(=CC(=C1)C(C)C)C(C)C)S(=O)(=O)NN